O=C1N(CC2=CC(=CC=C12)C(=O)N1CC2(C1)C=C(C2)C2=CC=C(C=C2)C)C2C(NC(CC2)=O)=O 3-(1-oxo-5-(6-(p-tolyl)-2-azaspiro[3.3]hept-5-ene-2-carbonyl)isoindolin-2-yl)piperidine-2,6-dione